ClC1=C(C=CC=C1NC(=O)C=1N(C2=C(CN(CC2)C)N1)C)C1=C(C(=CC=C1)NC(=O)C1=NC=C(C(=C1)OC)CC=C)C N-(2-chloro-3'-(4-methoxy-5-vinylmethylpyridinoylamino)-2'-methyl-[1,1'-biphenyl]-3-yl)-1,5-dimethyl-4,5,6,7-tetrahydro-1H-imidazo[4,5-c]pyridine-2-carboxamide